ClC=1C=C2C(=NC(=NC2=C(C1C1=CC(=CC2=CC=CC=C12)O)F)OC1CCN(CC1)C)N1CCN(CC1)C(C=C)=O 1-(4-(6-chloro-8-fluoro-7-(3-hydroxy-naphthalen-1-yl)-2-(1-methyl-piperidin-4-yloxy)quinazolin-4-yl)piperazin-1-yl)prop-2-en-1-one